C-(1-methyl-1H-pyrazol-3-yl)-methylamine CN1N=C(C=C1)CN